CC=1C=C(C=CC1NC1=NC(=CC=C1[N+](=O)[O-])C1=CC=CC=C1)NC(=O)C1CCC(CC1)C(=O)OC methyl (1r,4r)-4-((3-methyl-4-((3-nitro-6-phenylpyridin-2-yl)amino)phenyl)carbamoyl)cyclohexane-1-carboxylate